(R)-8-((1-(3-(1,1-difluoro-2-hydroxy-2-methylpropyl)-2-fluorophenyl)ethyl)amino)-1-ethyl-3,6-dimethyl-1H-imidazo[4,5-g]quinazolin-2(3H)-one FC(C(C)(C)O)(F)C=1C(=C(C=CC1)[C@@H](C)NC1=NC(=NC=2C=C3C(=CC12)N(C(N3C)=O)CC)C)F